Di-tertiary-butyl dicarbonate C(=O)(OC(C)(C)C)OC(=O)OC(C)(C)C